acetic acid 1-(4-(azetidin-3-yl)-2-fluorobenzyl)-3-methylazetidin-3-yl ester N1CC(C1)C1=CC(=C(CN2CC(C2)(C)OC(C)=O)C=C1)F